2-ethoxy-1,3-dioxane C(C)OC1OCCCO1